CN1CC[C@@]23CCCC[C@@H]2[C@@H]1CC4=C3C=C(C=C4)O (+)-3-hydroxy-N-methylmorphinan